C1(=CC=CC2=CC=CC=C12)NC(=O)[C@@H]1CNC[C@H]1C1=CC=CC=C1 (3S,4R)-N-(naphthalen-1-yl)-4-phenylpyrrolidine-3-carboxamide